C(C)C1CCC(N(C1)C(C(=O)NC=1C=C(C=NC1)C(=O)N)=O)C1=CC=CC=C1 5-[[2-(5-ethyl-2-phenyl-1-piperidyl)-2-oxo-acetyl]amino]pyridine-3-carboxamide